N-carbamoylalanine C(N)(=O)N[C@@H](C)C(=O)O